C1(CC1)N1CCN(CC1)C[C@H]1CSC=2C(=C(C=C3C(=NC(N1C23)=O)N2[C@H](CN[C@@H](C2)C)C)C(F)(F)F)C2=C(C=C(C=C2)F)F (3S)-3-((4-cyclopropylpiperazin-1-yl)methyl)-10-(2,4-difluorophenyl)-7-((2S,5R)-2,5-dimethylpiperazin-1-yl)-9-(trifluoromethyl)-2H-[1,4]thiazino[2,3,4-ij]quinazolin-5(3H)-one